N1CCCC[C@]12CN(CCC2)C2=C1C(=NC=C2)NC=C1C=1SC(=CN1)C 2-[4-[(6S)-1,8-diazaspiro[5.5]undecan-8-yl]-1H-pyrrolo[2,3-b]pyridin-3-yl]-5-methyl-thiazole